N-(4-chlorophenyl)-1-methyl-9-(1-methylpiperidin-4-yl)-6,7-dihydro-5H-benzo[c][1,2,3]triazolo[1,5-a]azepin-7-amine ClC1=CC=C(C=C1)NC1C2=C(C=3N(CC1)N=NC3C)C=CC(=C2)C2CCN(CC2)C